CC1=CC(=NN1)NC1=CC=2N=CN=CC2C(=N1)NC1CC2CCC(C1)N2CCC#N 3-((3-exo)-3-((7-((5-methyl-1H-pyrazol-3-yl)amino)pyrido[4,3-d]pyrimidin-5-yl)amino)-8-azabicyclo[3.2.1]oct-8-yl)propionitrile